FC1=NC=CC(=C1)OCC=1N=C2N(C=C(C=N2)C2=C(C=C(C=C2)F)C(F)(F)F)C1 2-[(2-fluoro-4-pyridinyl)oxymethyl]-6-[4-fluoro-2-(trifluoromethyl)phenyl]imidazo[1,2-a]pyrimidine